ethyl 2,4-dihydroxy-6-methylnicotinate OC1=C(C(=O)OCC)C(=CC(=N1)C)O